FC1=C(C=C(C=C1)C(=O)NC)C=1C=NC(=NC1)NCC1(CCC1)C1=NC=CC=C1F {4-fluoro-3-[2-({[(3-fluoro(2-pyridyl))cyclobutyl]methyl}amino)pyrimidin-5-yl]phenyl}-N-methylcarboxamide